C(C=C)(=O)N1C[C@@H](CCC1)N1N=C(C=2C1=NC=NC2N)C2=CC=C(C1=C2OCO1)NC(=O)C1=CC2=C(O1)C=CC(=C2)F (R)-N-(7-(1-(1-acryloylpiperidin-3-yl)-4-amino-1H-pyrazolo[3,4-d]pyrimidin-3-yl)benzo[d][1,3]dioxol-4-yl)-5-fluorobenzo[b]furan-2-carboxamide